hydroquinone ferulate C(\C=C\C1=CC(OC)=C(O)C=C1)(=O)O.C1(O)=CC=C(O)C=C1